Butyl 2-carbamoyL-2-methyl-azetidine-1-carboxylate C(N)(=O)C1(N(CC1)C(=O)OCCCC)C